2-(6-bromo-7-fluoro-indazol-2-yl)-2-(6,7-dihydro-5H-pyrrolo[1,2-c]imidazol-1-yl)acetic acid BrC=1C=CC2=CN(N=C2C1F)C(C(=O)O)C1=C2N(C=N1)CCC2